S1C(=CC=C1)C1=NC2=C(CN=C1)C=CC=C2 thiophen-2-yl-5H-1,4-benzodiazepine